N-isopropyl-8-methylsulfinyl-5-[4-(trifluoromethyl)phenyl]naphthalene-2-carboxamide C(C)(C)NC(=O)C1=CC2=C(C=CC(=C2C=C1)C1=CC=C(C=C1)C(F)(F)F)S(=O)C